C(C)OC1=CC=C(C=C1)N1CC2C(C1)CN(C2)CCCC#N 4-(5-(4-Ethoxyphenyl)hexahydropyrrolo[3,4-c]pyrrol-2(1H)-yl)butanenitrile